tert-Butyl (4-(5-chloro-3-(ethylthio)-7,9-dihydrofuro[3,4-f]quinazolin-6-yl)-5-fluorobenzo[b]thiophen-2-yl)carbamate ClC1=C(C2=C(C=3C=NC(=NC13)SCC)COC2)C2=C(C=CC=1SC(=CC12)NC(OC(C)(C)C)=O)F